4-[[2-[(2-cyanophenyl)methyl-(2,3,4,5-tetrafluorophenyl)sulfonyl-amino]acetyl]-[(3-isopropoxyphenyl)methyl]amino]-3-ethoxy-benzoic acid C(#N)C1=C(C=CC=C1)CN(CC(=O)N(C1=C(C=C(C(=O)O)C=C1)OCC)CC1=CC(=CC=C1)OC(C)C)S(=O)(=O)C1=C(C(=C(C(=C1)F)F)F)F